BrC1=C(C(=O)OC)C=CC(=C1)NC=1C=2N(C=CN1)C(=CN2)C2=CC(=C(C=C2)OC)F Methyl 2-bromo-4-[[3-(3-fluoro-4-methoxy-phenyl)imidazo[1,2-a]pyrazin-8-yl]amino]benzoate